C(C1=CC=CC=C1)(=O)N=C=S benzoic acid, isothiocyanate